NC1=NC(=C2C(=N1)N(N=C2)CC2=C(C=C(C=C2)[N+](=O)[O-])F)C2=NC=CC(=C2)C#N 2-[6-amino-1-[(2-fluoro-4-nitro-phenyl)methyl]Pyrazolo[3,4-d]Pyrimidin-4-yl]Pyridine-4-carbonitrile